ClC1=CC=C(C=C1)CC1=NSC(=N1)OC1=CC(=C(C=C1C)C(=N)N(C)CC)C [4-({3-[(4-chlorophenyl)methyl]-1,2,4-thiadiazol-5-yl}oxy)-2,5-dimethylphenyl]-N-ethyl-N-methylformamidine